hexamethylenebismelamine N1=C(NCCCCCCNC2=NC(=NC(=N2)N)N)N=C(N)N=C1N